Sodium diacetoxy (acetyl) borate B(OOC(C)=O)(OOC(C)=O)OC(C)=O.[Na]